5-(4-(bis(perfluorophenyl)methyl)piperazine-1-carbonyl)-2-(2,6-dioxopiperidin-3-yl)isoindoline-1,3-dione FC1=C(C(=C(C(=C1F)F)F)F)C(N1CCN(CC1)C(=O)C=1C=C2C(N(C(C2=CC1)=O)C1C(NC(CC1)=O)=O)=O)C1=C(C(=C(C(=C1F)F)F)F)F